3,6-bis(2'-hydroxy-5'-chlorophenyl)-1,2,4,5-tetrazine OC1=C(C=C(C=C1)Cl)C=1N=NC(=NN1)C1=C(C=CC(=C1)Cl)O